S(O)(O)(=O)=O.NCC(=O)O Glycine bisulfate